1-(3-iodophenyl)-(S,S)-1,2-butanediol IC=1C=C(C=CC1)[C@@H]([C@H](CC)O)O